NC=1C2=C(N=CN1)C(=NC(=C2)NS(=O)(=O)C)C2=C(C(=CC=C2C)O)C N-(4-amino-8-(3-hydroxy-2,6-dimethylphenyl)pyrido[3,4-d]pyrimidin-6-yl)methanesulfonamide